C(C)(C)(C)C1=CC=C(C=C1)C1=CC(=CC=C1)N(C1=NC=2N(C3=CC(=C(C=C13)F)C(S(=O)(=O)C1=CC=C(C)C=C1)SC)C=NN2)C N-(4'-(tert-butyl)-[1,1'-biphenyl]-3-yl)-7-fluoro-N-methyl-8-((methylthio)(tosyl)methyl)-[1,2,4]triazolo[4,3-a]quinazolin-5-amine